(S)-2-methyltetrahydropyrrole-2-carboxylate C[C@@]1(NCCC1)C(=O)[O-]